C(C(C)(C)C)OB(O)O neopentyl-boric acid